OCC1=C(C=C(COCC(=O)C=2C=CC=3N(C4=CC=CC=C4C3C2)CCOCCOC)C=C1)[N+](=O)[O-] 2-((4-(hydroxymethyl)-3-nitrobenzyl)oxy)-1-(9-(2-(2-methoxyethoxy)ethyl)-9H-carbazol-3-yl)ethan-1-one